3-(2-chlorophenyl)-4-(2-fluoro-4-nitrobenzoyl)piperazine-1-carboxylic acid tert-butyl ester C(C)(C)(C)OC(=O)N1CC(N(CC1)C(C1=C(C=C(C=C1)[N+](=O)[O-])F)=O)C1=C(C=CC=C1)Cl